FC1(C(=C(C(C1(F)F)(F)F)C(C(F)(F)F)(C(C(C(C(F)(F)F)(F)F)(F)F)(F)F)F)C(C(F)(F)F)(C(C(C(C(F)(F)F)(F)F)(F)F)(F)F)F)F 3,3,4,4,5,5-hexafluoro-1,2-bis(perfluorohex-2-yl)cyclopent-1-ene